C(C)OC(C(C(=O)OCC)C1=NC=C(C=C1[N+](=O)[O-])Cl)=O 2-(5-chloro-3-nitropyridin-2-yl)malonic acid diethyl ester